C1(CC1)C1=C(C=C(C=C1)[C@@H](NC(=O)[C@H]1N(C[C@@H](C1)F)C(CN(C)C=1N=NN(C1)CC)=O)C1=CC=CC=C1)F (2S,4R)-N-[(S)-(4-cyclopropyl-3-fluorophenyl)(phenyl)methyl]-1-{2-[(1-ethyl-1H-1,2,3-triazol-4-yl)(methyl)amino]acetyl}-4-fluoropyrrolidine-2-carboxamide